C(C)(C)OC1=NC=C(C=N1)C(=O)N 2-isopropoxy-pyrimidine-5-carboxamide